cis-7-amino-3-(2-fluoro-6-methyl-phenyl)-1-[4-(methylamino)cyclohexyl]-4H-pyrido[4,3-d]pyrimidin-2-one NC1=CC=2N(C(N(CC2C=N1)C1=C(C=CC=C1C)F)=O)[C@@H]1CC[C@@H](CC1)NC